4-[[(2R,3R,4R,5S)-3-(2-ethyl-3,4-difluoro-phenyl)-4,5-dimethyl-5-(trifluoromethyl)tetrahydrofuran-2-carbonyl]amino]pyridin-2-carboxamid C(C)C1=C(C=CC(=C1F)F)[C@@H]1[C@@H](O[C@@]([C@@H]1C)(C(F)(F)F)C)C(=O)NC1=CC(=NC=C1)C(=O)N